1-(4-((3-methoxybenzyl)(3-(pyrrolidin-1-yl)benzyl)amino)benzyl)piperazine-2,5-dione COC=1C=C(CN(C2=CC=C(CN3C(CNC(C3)=O)=O)C=C2)CC2=CC(=CC=C2)N2CCCC2)C=CC1